bis(pentamethylcyclopentadienyl)methyltetrahydrofuran samarium [Sm].CC1=C(C(=C(C1(C)C(C1(C(=C(C(=C1C)C)C)C)C)C1OCCC1)C)C)C